tert-butyl (2-((1S,2S)-2-(3-chlorophenyl)cyclopropyl)-3-(2,4-dimethoxybenzyl)-4-oxo-3,4-dihydropyrido[4,3-d]pyrimidin-7-yl)((6-cyclopropylimidazo[1,2-a]pyridin-2-yl)methyl)carbamate ClC=1C=C(C=CC1)[C@@H]1[C@H](C1)C=1N(C(C2=C(N1)C=C(N=C2)N(C(OC(C)(C)C)=O)CC=2N=C1N(C=C(C=C1)C1CC1)C2)=O)CC2=C(C=C(C=C2)OC)OC